BrC1=NC=CC(=C1F)C=O 2-bromo-3-fluoro-pyridine-4-carbaldehyde